methyl N-[5-[6-[(4-cyano-3-methyl-benzoyl)-methyl-amino]imidazo[1,2-a]pyridin-3-yl]-2-pyridyl]carbamate C(#N)C1=C(C=C(C(=O)N(C=2C=CC=3N(C2)C(=CN3)C=3C=CC(=NC3)NC(OC)=O)C)C=C1)C